C1(CCCCC1)(N)N.ClC=1C=C(C=CC1C#N)N1N=C2C=3C=CC(=NC3CC[C@@H]2[C@@H]1C1CCCC1)C(=O)O (3s,3ar)-2-(3-chloro-4-cyano-phenyl)-3-cyclopentyl-3,3a,4,5-tetrahydro-2H-pyrazolo[3,4-f]quinoline-7-carboxylic acid (1r,2r)-cyclohexanediamine salt